1'-(6-amino-5-((2-amino-3-chloropyridin-4-yl)thio)pyrazin-2-yl)spiro[bicyclo[3.1.0]hexane-2,4'-piperidin]-3-amine NC1=C(N=CC(=N1)N1CCC2(CC1)C1CC1CC2N)SC2=C(C(=NC=C2)N)Cl